(S)-6-(5-fluoro-2-methoxyphenyl)-3-(1-(6-ethoxy-5-methoxypyridin-2-yl)-2-(methylsulfonyl)ethyl)-1-methyl-1H-imidazo[4,5-b]pyridin-2(3H)-one FC=1C=CC(=C(C1)C=1C=C2C(=NC1)N(C(N2C)=O)[C@H](CS(=O)(=O)C)C2=NC(=C(C=C2)OC)OCC)OC